Methyl 1-(4-((5-(tert-butoxy)-5-oxopentyl)oxy)benzyl)-1H-indole-6-carboxylate C(C)(C)(C)OC(CCCCOC1=CC=C(CN2C=CC3=CC=C(C=C23)C(=O)OC)C=C1)=O